(S)-2-((2-((S)-8-(difluoromethyl)-6-carbonyl-2,5-dioxa-7-azaspiro[3.4]octan-7-yl)-5,6-dihydrobenzo[f]imidazo[1,2-d][1,4]oxazepin-9-yl)amino)propanamide FC([C@H]1N(C(OC12COC2)=C=O)C=2N=C1N(CCOC3=C1C=CC(=C3)N[C@H](C(=O)N)C)C2)F